NC1C(CCCC1)NC(=O)C1=CC2=C(N3C(S2)=NC(=C3)C3=CC=C(C=C3)C(NC)=O)C=C1 N-(2-aminocyclohexyl)-2-(4-(methylcarbamoyl)phenyl)benzo[d]imidazo[2,1-b]thiazole-7-carboxamide